1,2-Bis-(dicyclohexyl-phosphino)-cyclohexan C1(CCCCC1)P(C1C(CCCC1)P(C1CCCCC1)C1CCCCC1)C1CCCCC1